COC=1C=C2C3=C(NC2=CC1)[C@H]1CCCN1CC3 (R)-8-methoxy-2,3,5,6,11,11b-hexahydro-1H-indolizino[8,7-b]indole